(2S,4R)-N-((4-carbamimidoylthiophen-2-yl)methyl)-4-cyclohexyl-1-((4-phenoxy-benzoyl)glycyl)pyrrolidine-2-carboxamide C(N)(=N)C=1C=C(SC1)CNC(=O)[C@H]1N(C[C@H](C1)C1CCCCC1)C(CNC(C1=CC=C(C=C1)OC1=CC=CC=C1)=O)=O